Cl.C(C)N=C=NCCCN(C)C N-ethyl-N'-(3-dimethylamino-propyl)carbodiimide hydrochloride